FC12CC(C1)(C2)CCCCCCCC=CCCCCCCCCCCCCCCC(=O)O 24-(3-fluorobicyclo[1.1.1]pentan-1-yl)tetracos-16-enoic acid